pyrrolo[1,2-d][1,2,4]triazine-4-amine formate C(=O)O.C=1C=2N(C(=NN1)N)C=CC2